C(\C=C(\C)/CCC=C(C)C)C(C)(C)O Z-geranyl-isopropyl alcohol